2-((1R,3s,5S)-3-((4-(4,5-dihydrofuran-2-yl)-6-((5-methyl-1H-pyrazol-3-yl)amino)pyrimidin-2-yl)(methyl)amino)-9-azabicyclo[3.3.1]nonan-9-yl)-1-(pyrrolidin-1-yl)ethan-1-one O1C(=CCC1)C1=NC(=NC(=C1)NC1=NNC(=C1)C)N(C1C[C@H]2CCC[C@@H](C1)N2CC(=O)N2CCCC2)C